CC=1C=C2C3=C(NC2=CC1)C(NCC3)C3=CC=C(C#N)C=C3 4-(6-methyl-2,3,4,9-tetrahydro-1H-pyrido[3,4-b]indol-1-yl)benzonitrile